FC1([C@@H]([C@H](CCC1)OC1CCN(CC1)C(=O)OC(C)(C)C)NS(=O)(=O)C1=CC=C(C=C1)[N+](=O)[O-])F tert-butyl 4-{[(1S,2R)-3,3-difluoro-2-(4-nitrobenzenesulfonamido)cyclohexyl]oxy}piperidine-1-carboxylate